5-isopropylthiazole C(C)(C)C1=CN=CS1